N1[C@@H](CCC1)C(=O)OC1=CC2=C(C=3C4=C(C=COC4=C2)C=C2C3OC2)C=C1 (epoxymethano)dibenzo[de,g]chromen-9-yl L-prolinate